C1(CC1)S(=O)(=O)N=C1C(=NC(S1)N(C(CC1=CC=C(C=C1)C1=NC=CC=C1)=O)C)C (+)-N-(5-(cyclopropanesulfonylimino)-4-methylthiazol-2-yl)-N-methyl-2-(4-(pyridin-2-yl)phenyl)acetamide